CC1=CC=C(O1)C1=NC(=NC=C1)N 4-(5-Methylfuran-2-yl)pyrimidin-2-amine